N2-(2-aminoethyl)-N2-(3-(4'-(4-(3-(3,5-diamino-6-chloropyrazine-2-carbonyl)guanidino)butyl)-[1,1'-biphenyl]-4-yl)propanoyl)-L-lysine NCCN([C@@H](CCCCN)C(=O)O)C(CCC1=CC=C(C=C1)C1=CC=C(C=C1)CCCCNC(=N)NC(=O)C1=NC(=C(N=C1N)N)Cl)=O